C(#N)C(C(=O)NC(OCC)=O)=NNC1=CC(=C(C(=C1)Cl)OC1=CN(C(C=C1)=O)C(C)C)Cl ethyl (2-cyano-2-(2-(3,5-dichloro-4-((1-isopropyl-6-oxo-1,6-dihydropyridin-3-yl)oxy)phenyl)hydrazineylidene)acetyl)carbamate